β-alanine benzyl ester p-toluenesulfonate CC1=CC=C(C=C1)S(=O)(=O)O.C1=CC=C(C=C1)COC(=O)CCN